5-(prenylaminomethyl)uridine C(C=C(C)C)NCC=1C(NC(N([C@H]2[C@H](O)[C@H](O)[C@@H](CO)O2)C1)=O)=O